(3aR,5s,6aS)-N-methyl-2-((2-methyl-6-(trifluoromethyl)pyridin-3-yl)sulfonyl)-N-((3-methyloxetan-3-yl)methyl)octahydrocyclopenta[c]pyrrol-5-amine CN(C1C[C@@H]2[C@@H](CN(C2)S(=O)(=O)C=2C(=NC(=CC2)C(F)(F)F)C)C1)CC1(COC1)C